biadamantane C12(CC3CC(CC(C1)C3)C2)C23CC1CC(CC(C2)C1)C3